5-fluoro-2-(methoxy-d3)benzoic acid FC=1C=CC(=C(C(=O)O)C1)OC([2H])([2H])[2H]